ClC1=NC(=C(C=C1)F)C=O 2-CHLORO-5-FLUORO-6-FORMYLPYRIDINE